3-(2-(trifluoromethyl-phenyl)acryloyl)oxazolidine-2-one-5,5-d2 FC(F)(F)C1=C(C=CC=C1)C(C(=O)N1C(OC(C1)([2H])[2H])=O)=C